C(C)(C)(C)C=1C=C(C=C(C1O)C(C)(C)C)CCC(=O)OCCSCCOC(CCC1=CC(=C(C(=C1)C(C)(C)C)O)C(C)(C)C)=O 2-[(2-{[3-(3,5-di-tert-butyl-4-hydroxyphenyl)propanoyl]oxy}ethyl) sulfanyl]ethyl 3-(3,5-di-tert-butyl-4-hydroxyphenyl)propanoate